5-((7-((6-(5-(((cyclohexyloxy)carbonyl)amino)-6-methylpyridin-3-yl)benzo[d]thiazol-2-yl)amino)-7-oxoheptyl)oxy)nicotinic acid C1(CCCCC1)OC(=O)NC=1C=C(C=NC1C)C1=CC2=C(N=C(S2)NC(CCCCCCOC=2C=NC=C(C(=O)O)C2)=O)C=C1